5-Chloro-3-methyl-7-nitroquinolin-8-ol ClC1=C2C=C(C=NC2=C(C(=C1)[N+](=O)[O-])O)C